octadecanoic acid C(CCCCCCCCCCCCCCCCC)(=O)O